FC=1C=C(C=C(C1)F)[C@@H]1CC[C@H]2OC3(C(N21)=O)CCN(CC3)C=3C=NC(=NC3)C#N 5-[(5'S,7a'R)-5'-(3,5-difluorophenyl)-3'-oxotetrahydro-1H,3'H-spiro[piperidine-4,2'-pyrrolo[2,1-b][1,3]oxazol]-1-yl]pyrimidine-2-carbonitrile